N'-((1,2,3,6,7,8-hexahydro-as-indacen-4-yl)carbamoyl)-2-(2-hydroxypropan-2-yl)thiazole-5-sulfonimidamide C1CCC2=C(C=C3CCCC3=C12)NC(=O)N=S(=O)(N)C1=CN=C(S1)C(C)(C)O